C(C)OC(=O)C1=NN(C2=CC=CC(=C2C1=O)Br)C1=CC(=NC=C1)Br 5-bromo-1-(2-bromo-4-pyridinyl)-4-oxo-cinnoline-3-carboxylic acid ethyl ester